8-(1-((2-(2-((tert-butyldimethylsilyl)oxy)-1-hydroxyethyl)phenyl)amino)ethyl)-3,6-dimethyl-2-morpholinoquinazolin-4(3H)-one [Si](C)(C)(C(C)(C)C)OCC(O)C1=C(C=CC=C1)NC(C)C=1C=C(C=C2C(N(C(=NC12)N1CCOCC1)C)=O)C